CN1[C@@H]([C@H](CC1=O)C(=O)NCCOCC(=O)O)C=1C=NC=CC1 2-(2-((2S,3S)-1-methyl-5-oxo-2-(pyridin-3-yl)pyrrolidine-3-carboxamido)ethoxy)acetic acid